3-(4-(tert-butyl)benzoylamino)-5-(1-(4-(tert-butyl)phenyl)-1H-pyrazol-4-yl)benzofuran-2-carboxylic acid C(C)(C)(C)C1=CC=C(C(=O)NC2=C(OC3=C2C=C(C=C3)C=3C=NN(C3)C3=CC=C(C=C3)C(C)(C)C)C(=O)O)C=C1